(4S,4'S)-6-Chloro-4'-[(isopropylamino)methyl]-1'-(4-isoquinolyl)spiro[2,3-dihydroisoquinoline-4,3'-pyrrolidine]-1,2'-dione ClC=1C=C2C(=CC1)C(NC[C@@]21C(N(C[C@@H]1CNC(C)C)C1=CN=CC2=CC=CC=C12)=O)=O